6-((2-((3R,4S)-3-Amino-4-fluoropiperidin-1-yl)-5,6-difluoro-1H-benzo[d]imidazol-1-yl)methyl)nicotinonitril-hydrochlorid Cl.N[C@@H]1CN(CC[C@@H]1F)C1=NC2=C(N1CC1=NC=C(C#N)C=C1)C=C(C(=C2)F)F